2-[4-[5-Amino-4-cyano-1-(1-methylcyclopropyl)pyrazol-3-yl]-3-fluorophenyl]-N-[3-[4-(trifluoromethyl)bicyclo[2.2.1]heptan-1-yl]-1,2-oxazol-5-yl]propanamide NC1=C(C(=NN1C1(CC1)C)C1=C(C=C(C=C1)C(C(=O)NC1=CC(=NO1)C12CCC(CC1)(C2)C(F)(F)F)C)F)C#N